2-(8-oxa-3-azabicyclo[3.2.1]octan-3-yl)-6-methyl-4-oxo-4H-chromen C12CN(CC(CC1)O2)C=2OC1=CC=C(C=C1C(C2)=O)C